COC[C@@H](C1=CC=CC=C1)NC(=O)C1=CC2=C(N=C(S2)C2CCN(CC2)C)C=C1 (R)-N-(2-methoxy-1-phenylethyl)-2-(1-methylpiperidin-4-yl)benzo[d]thiazole-6-carboxamide